laurylSodium sulfate S(=O)(=O)(O)O.C(CCCCCCCCCCC)[Na]